(S)-8-(2-Fluoro-4-(trifluoromethyl)phenyl)-6-methoxy-N-(1-(pyridin-2-yl)ethyl)quinoline-3-carboxamide FC1=C(C=CC(=C1)C(F)(F)F)C=1C=C(C=C2C=C(C=NC12)C(=O)N[C@@H](C)C1=NC=CC=C1)OC